ClC1=CC=C(C(=C1NC(=O)C=1C(=NC(=NC1)NC1=CC(=C(C=C1)OC1CCN(CC1)C)C)OC)C)O N-(6-chloro-3-hydroxy-2-methylphenyl)-4-methoxy-2-((3-methyl-4-((1-methylpiperidin-4-yl)oxy)phenyl)amino)pyrimidine-5-carboxamide